1-((2S,6S)-6-((4-bromophenoxy)methyl)-2-methyl-1,4-dioxan-2-yl)-N,N-dimethylmethylamine BrC1=CC=C(OC[C@@H]2COC[C@](O2)(C)CN(C)C)C=C1